NCCC=1C=NC(=NC1)C1=C(C=C(C#N)C=C1)OC1=CC(=NC(=C1)N1CC2CCC(C1)O2)C 4-[5-(2-aminoethyl)pyrimidin-2-yl]-3-[2-methyl-6-(8-oxa-3-azabicyclo[3.2.1]octan-3-yl)pyridin-4-yl]oxybenzonitrile